2-[(dimethylamino)carbonyl]-1,4-oxazepane-4-carboxylic acid-2-methylpropane-2-yl ester CC(C)(C)OC(=O)N1CC(OCCC1)C(=O)N(C)C